ClC1=NC=CC=C1N1C(NC(C2=C1N=C(C=C2)C(F)(F)F)=O)=O 1-(2-Chloropyridin-3-yl)-7-(trifluoromethyl)pyrido[2,3-d]pyrimidine-2,4(1H,3H)-dione